ClC=1C=C2C[C@H](CC2=CC1)NC=1C=NC(=CC1)[C@@H](C(F)(F)F)NC N-((S)-5-Chloro-2,3-dihydro-1H-inden-2-yl)-6-((S)-2,2,2-trifluoro-1-(methylamino)ethyl)pyridin-3-amine